CO\N=C(\C(=O)OC)/C1=C(C=CC=C1)CO/N=C(/C#CC1=CC=CC=C1)\C methyl (2e)-2-methoxyimino-2-[2-[[(E)-(1-methyl-3-phenyl-prop-2-yn-ylidene)amino]oxymethyl]phenyl]acetate